(1-(4-azaspiro[2.5]oct-7-yl)-1H-pyrazol-4-yl)-8-chloro-7-((2-methyl-1H-benzo[d]imidazol-6-yl)oxy)quinoxaline C1CC12NCCC(C2)N2N=CC(=C2)C2=NC1=C(C(=CC=C1N=C2)OC=2C=CC1=C(NC(=N1)C)C2)Cl